FC=1C=C(C(=NC1)N1CCC(CC1)(F)F)[N+](=O)[O-] 5-fluoro-2-(4,4-difluoropiperidin-1-yl)-3-nitropyridine